3-isopropyl-2-(2-methoxypyridin-4-yl)-5-(1-(tetrahydro-2H-pyran-4-yl)piperidin-4-yl)-1H-indole C(C)(C)C1=C(NC2=CC=C(C=C12)C1CCN(CC1)C1CCOCC1)C1=CC(=NC=C1)OC